tertbutyl 3-cyano-3-((tosyl oxy)methyl)azetidine-1-carboxylate C(#N)C1(CN(C1)C(=O)OC(C)(C)C)COS(=O)(=O)C1=CC=C(C)C=C1